CC1CCC(CC1)C(COCCC)(COCCC)CCC(Cl)(F)F 2-(4-methylcyclohexyl)-2-(3,3-difluoro-3-chloropropyl)-1,3-dipropoxypropane